4-(pyrrolidin-1-ylmethyl)piperidine dihydrochloride Cl.Cl.N1(CCCC1)CC1CCNCC1